C(C)N1N=CC(=C1)NC=1N=C(C2=C(N1)NC=C2)O[C@@H]2CNCC[C@H]2F trans-N-(1-ethyl-1H-pyrazol-4-yl)-4-((4-fluoropiperidin-3-yl)oxy)-7H-pyrrolo[2,3-d]pyrimidin-2-amine